FC=1C=C(C=CC1)N(C(=O)OC1=CC=C(C=C1)[N+](=O)[O-])CC1=CC=C(C(=O)OC)C=C1 methyl 4-(((3-fluorophenyl)((4-nitrophenoxy)carbonyl)amino)methyl)benzoate